(R)-3-(3-formylphenyl)-2-methylpropanoic acid tert-butyl ester C(C)(C)(C)OC([C@@H](CC1=CC(=CC=C1)C=O)C)=O